(S)-5-amino-3-((3-(2-(4-chlorophenyl)-2-hydroxyethyl)-1,2,4-oxadiazol-5-yl)methyl)-1,6-dimethylpyrimidine-2,4(1H,3H)-dione NC=1C(N(C(N(C1C)C)=O)CC1=NC(=NO1)C[C@H](O)C1=CC=C(C=C1)Cl)=O